5-[[(2S)-2-aminopropanoyl]amino]-2-(hydroxymethyl)benzenesulfonic acid, hydrochloride Cl.N[C@H](C(=O)NC=1C=CC(=C(C1)S(=O)(=O)O)CO)C